C(CCCCCCC)(SCCC[Si](OCC)(OCC)OCC)=O S-(3-(triethoxysilyl)propyl) octanethioate